2-(1-Diphenylmethylazetidin-3-ylidene)butan-1-ol chroman-3-yl-3,4,5-trihydroxybenzoate (2R,3S)-5,7-dihydroxy-2-(3,4,5-trihydroxyphenyl)chroman-3-yl-3,4,5-trihydroxybenzoate OC1=C2C[C@H]([C@@H](OC2=CC(=C1)O)C1=CC(=C(C(=C1)O)O)O)C1=C(C(=O)O)C=C(C(=C1O)O)O.O1CC(CC2=CC=CC=C12)C1=C(C(=O)O)C=C(C(=C1O)O)O.C1(=CC=CC=C1)C(N1CC(C1)=C(CO)CC)C1=CC=CC=C1